1-methyl-6-((1-((2-methyl-1-(methylamino)-1-oxopropan-2-yl)sulfonyl)cyclopropyl)methyl)-7-oxo-4,5,6,7-tetrahydro-1H-pyrazolo[3,4-c]pyridine-3-carboxamide CN1N=C(C2=C1C(N(CC2)CC2(CC2)S(=O)(=O)C(C(=O)NC)(C)C)=O)C(=O)N